2-(3-methyl-5-(trifluoromethyl)benzyl)pyridin CC=1C=C(CC2=NC=CC=C2)C=C(C1)C(F)(F)F